6-(7-(2-Methoxyethoxy)imidazo[1,2-a]pyridin-3-carbonyl)-N-(3-(trifluoromethyl)phenyl)-4,5,6,7-tetrahydrothieno[2,3-c]pyridin-3-carboxamid COCCOC1=CC=2N(C=C1)C(=CN2)C(=O)N2CC1=C(CC2)C(=CS1)C(=O)NC1=CC(=CC=C1)C(F)(F)F